tert-butyl 4-{6-[4-(ethoxycarbonyl)-1H-pyrazol-1-yl]pyridin-3-yl}piperazine-1-carboxylate C(C)OC(=O)C=1C=NN(C1)C1=CC=C(C=N1)N1CCN(CC1)C(=O)OC(C)(C)C